OC(=O)C(F)(F)F.N1CCC(CC1)C1=CC=C(C=C1)C1C(NC(CC1)=O)=O 3-[4-(4-piperidyl)phenyl]piperidine-2,6-dione TFA salt